OCC1(CCOCC1)NC(=O)C1=C(SC2=C1C=C(C=C2)OCC2=NC=CC=C2)C N-[4-(hydroxymethyl)oxan-4-yl]-2-methyl-5-[(pyridin-2-yl)methoxy]-1-benzothiophene-3-carboxamide